spiro[fluorene-9,4'-imidazoline]-2',5'-dithione N1C(NC2(C1=S)C1=CC=CC=C1C=1C=CC=CC12)=S